N-cyclopropyl-1-{6-[4-(pyrazol-1-yl)-1,3-benzothiazol-7-yl]pyridazin-3-yl}pyrrolidin-3-amine C1(CC1)NC1CN(CC1)C=1N=NC(=CC1)C1=CC=C(C=2N=CSC21)N2N=CC=C2